ClC1=C(C(=CC=C1)[N+](=O)[O-])C1=C(C=CC=C1)O 2-chloro-6-nitro-2'-hydroxybiphenyl